BrCCC1=NN2C(S1)=NC=C2NC=O N-(2-bromo-ethylimidazo[2,1-b][1,3,4]thiadiazol-5-yl)carboxamide